1-(4-{6-bromo-1-[5-(difluoromethyl)-1,3,4-thiadiazol-2-yl]-1,2,3-benzotriazol-4-yl}piperazin-1-yl)-2-methylpropan-1-one BrC=1C=C(C2=C(N(N=N2)C=2SC(=NN2)C(F)F)C1)N1CCN(CC1)C(C(C)C)=O